3-nitro-5-(trifluoromethyl)phenol [N+](=O)([O-])C=1C=C(C=C(C1)C(F)(F)F)O